COC[N+]1(CCCC1)C(C)(C)C N-methoxymethyl-N-tert-butylpyrrolidinium